N1=CC=C(C=C1)CNC(C1=CN=CC=C1)=O N-(pyridin-4-ylmethyl)nicotinamide